6-(1,2,4-triazol-1-yl)pyridazin-3-one N1(N=CN=C1)C=1C=CC(NN1)=O